2-(6-phenyldibenzothiophen-4-yl)-4-(9,9-dimethylfluoren-2-yl)-6-phenyl-1,3,5-triazine C1(=CC=CC=C1)C1=CC=CC=2C3=C(SC21)C(=CC=C3)C3=NC(=NC(=N3)C3=CC=2C(C1=CC=CC=C1C2C=C3)(C)C)C3=CC=CC=C3